N1=CC=C(C=C1)CN1N=C2C3=C(CC4(C2=C1)CC4)OC(=C3C(F)(F)F)C(=O)O 2'-[(Pyridin-4-yl)methyl]-8'-(trifluoromethyl)-2',5'-dihydrospiro[cyclopropane-1,4'-furo[2,3-g]indazole]-7'-carboxylic acid